COC=1C=C2CCN(CC2=CC1NC1=NC2=CC(=CC=C2C=N1)N1C(OCC1(C)C)=O)C 3-{2-[(6-methoxy-2-methyl-1,2,3,4-tetrahydroisoquinolin-7-yl)amino]quinazolin-7-yl}-4,4-dimethyl-1,3-oxazolidin-2-one